6-N-(2-Amino-2-phenylethyl)-4-N-[(3-chloro-4-methylphenyl)methyl]-1-methylpyrazolo[3,4-d]pyrimidine-4,6-diamine NC(CNC1=NC(=C2C(=N1)N(N=C2)C)NCC2=CC(=C(C=C2)C)Cl)C2=CC=CC=C2